C(C)N(C=1C(=C(C(=O)O)C=C(C1)N1CC2=CC=C(C=C2C1)N(C1CCOCC1)CC)C)C1CCOCC1 3-(ethyl(tetrahydro-2H-pyran-4-yl)amino)-5-(5-(ethyl(tetrahydro-2H-pyran-4-yl)amino)isoindolin-2-yl)-2-methylbenzoic acid